4-(4-((benzyloxy)carbonyl)piperazin-1-yl)-7-(naphthalen-1-yl)-5,6,7,8-tetrahydro-1,7-naphthyridine-2-carboxylic acid C(C1=CC=CC=C1)OC(=O)N1CCN(CC1)C1=CC(=NC=2CN(CCC12)C1=CC=CC2=CC=CC=C12)C(=O)O